C(C)(C)C1=C(C(=CC=C1)C(C)C)N1C(C=CC2=CC=CC=C12)C1=C2C(CCC2=CC=C1)NC1=CC=CC=C1 N-(2,6-diisopropylphenyl)-2-[3-(phenylamino)-2,3-dihydro-1H-inden-4-yl]Quinoline